4'-((6-butyl-5-((3-cyanophenyl)(methyl)amino)-2,4-dihydroxypyridin-3-yl)sulfonyl)-[1,1'-biphenyl]-2-carboxamide C(CCC)C1=C(C(=C(C(=N1)O)S(=O)(=O)C1=CC=C(C=C1)C=1C(=CC=CC1)C(=O)N)O)N(C)C1=CC(=CC=C1)C#N